O1C(=CC=C1)C(CC)O 1-(furan-2-yl)propan-1-ol